7,7,9-trimethyl-4,13,18-trioxo-3,14,17-trioxa-5,12-diazaeicosa-19-enyl methacrylate C(C(=C)C)(=O)OCCOC(NCC(CC(CCNC(OCCOC(C=C)=O)=O)C)(C)C)=O